COC(=O)C=1SC2=C(C1)C=CC=C2.NC2=CC=C1C(=CC(NC1=C2)=O)C 7-amino-4-methyl-quinolone methyl-benzothiophene-2-formate